N'-{4-[(4,5-dichlorothiazol-2-yl)oxy]-2,5-dimethylphenyl}-N-ethyl-N-methylformamidine ClC=1N=C(SC1Cl)OC1=CC(=C(C=C1C)N=CN(C)CC)C